4-hydroxy-3-methylpyrazolo[1,5-a]pyridine-5-carboxylic acid OC=1C=2N(C=CC1C(=O)O)N=CC2C